BrC=1N(C(=C(N1)Br)Br)C([2H])([2H])[2H] 2,4,5-tribromo-1-(methyl-d3)-1H-imidazole